2-((4-(3-((4-chloro-2-fluorobenzyl)oxy)-1H-pyrazol-1-yl)piperidin-1-yl)methyl)-3-((1-ethyl-1H-imidazol-5-yl)methyl)-3H-imidazo[4,5-b]pyridine-5-carboxylic acid ClC1=CC(=C(COC2=NN(C=C2)C2CCN(CC2)CC2=NC=3C(=NC(=CC3)C(=O)O)N2CC2=CN=CN2CC)C=C1)F